2-chloropyrimidin-4-carboxylate ClC1=NC=CC(=N1)C(=O)[O-]